C1(=CC=CC=C1)C(C)(C)C=1C=C(C=CC1)NC1=CC=C(C=C1)C1=CC=CC=C1 N-(3-(2-phenylprop-2-yl)-phenyl)-[1,1'-biphenyl]-4-amine